OCCN(C=1N=C(C2=C(N1)C(=NC(=N2)N(CCOC)CCO)N2CCC(CC2)OC)N2CC(N(CC2)C)=O)CCOC 4-(2,6-bis((2-hydroxyethyl)(2-methoxyethyl)amino)-8-(4-methoxypiperidin-1-yl)pyrimido[5,4-d]pyrimidin-4-yl)-1-methylpiperazin-2-one